2-methoxyethyl 3,3-dimethylbutyrate CC(CC(=O)OCCOC)(C)C